O1CSC2=C1C=CC(=C2)CC(C)N(C(OCCCCC)=O)C pentyl (1-(benzo[d][1,3]oxathiol-5-yl)propan-2-yl)(methyl)carbamate